BrC=1C=C(SC1)[C@@H](C)NC1=NC(=NC2=CC(=C(C=C12)OC)OC)Cl (R)-N-(1-(4-bromothiophen-2-yl)ethyl)-2-chloro-6,7-dimethoxyquinazolin-4-amine